dicarboxyl-phosphorylcholine C(=O)(O)P(=O)(C(=O)O)OCC[N+](C)(C)C